ethyl (S)-3-(benzo[d]oxazol-2-yl)-2-(1-cyclopropyl-3-methyl-1H-pyrazole-4-carboxamido)propanoate O1C(=NC2=C1C=CC=C2)C[C@@H](C(=O)OCC)NC(=O)C=2C(=NN(C2)C2CC2)C